6-(3-((R)-2-Amino-3-(4-(di-tert-butylfluorosilyl)benzamido)propanamido)propoxy)-N-(2-((S)-2-cyanopyrrolidin-1-yl)-2-oxoethyl)quinoline-4-carboxamide N[C@@H](C(=O)NCCCOC=1C=C2C(=CC=NC2=CC1)C(=O)NCC(=O)N1[C@@H](CCC1)C#N)CNC(C1=CC=C(C=C1)[Si](F)(C(C)(C)C)C(C)(C)C)=O